Bis(4-amino-3,5-dimethylcyclohexyl)methan NC1C(CC(CC1C)CC1CC(C(C(C1)C)N)C)C